C(C)O[Si](OCC)(OCC)CCCOC1=CC(=C2C(C=C(OC2=C1)C1=CC=CC=C1)=O)O 7-triethoxysilylpropoxy-5-hydroxyflavone